FC=1C=C2C=C(C(NC2=CC1)=O)C=1N=NN(C1)C1=CC=C(C=C1)C(=O)N1C[C@@H]2CNC[C@@H]2C1 6-fluoro-3-{1-[4-((cis)-hexahydro-pyrrolo[3,4-c]pyrrole-2-carbonyl)-phenyl]-1H-[1,2,3]triazol-4-yl}-1H-quinolin-2-one